methyl-[2-chloro-5-(trifluoromethyl)pyridine] CC=1C(=NC=C(C1)C(F)(F)F)Cl